CC(C)(C1CCC(CC1)O)C1CCC(CC1)O 4,4'-(1-methylethyliden)biscyclohexanol